ClC1=NC(=NC=C1C(F)(F)F)NC=1C=C2CCN(CC2=CC1SC)C(C(F)(F)F)=O 1-(6-((4-Chloro-5-(trifluoromethyl)pyrimidin-2-yl)amino)-7-(methylthio)-3,4-dihydroisoquinolin-2(1H)-yl)-2,2,2-trifluoroethan-1-one